(S or R)-1-(2-(4-(bicyclo[1.1.1]pentan-1-yl)phenyl)-5-(7-(trifluoromethyl)-1H-indazole-4-carbonyl)-2,3,4,5,5a,6,8,9-octahydro-7H-1,2,5,7-tetraazabenzo[cd]azulen-7-yl)prop-2-en-1-one C12(CC(C1)C2)C2=CC=C(C=C2)N2N=C1CCN(C[C@@H]3C1=C2CCN3C(=O)C=3C=2C=NNC2C(=CC3)C(F)(F)F)C(C=C)=O |o1:18|